1-(7-(4-((5-Chloro-6-phenoxypyridin-3-yl)amino)pyrido[3,2-d]pyrimidin-6-yl)-4,7-diazaspiro[2.5]octan-4-yl)prop-2-en-1-one ClC=1C=C(C=NC1OC1=CC=CC=C1)NC=1C2=C(N=CN1)C=CC(=N2)N2CCN(C1(CC1)C2)C(C=C)=O